6-chloro-7-(2-fluorophenyl)-1-(4-methyl-2-(2-propanyl)-3-pyridinyl)-4-((1R,5S)-6-(2-propenoyl)-3,6-diazabicyclo[3.1.1]heptan-3-yl)pyrido[2,3-d]pyrimidin-2(1H)-one ClC1=CC2=C(N(C(N=C2N2C[C@@H]3N([C@H](C2)C3)C(C=C)=O)=O)C=3C(=NC=CC3C)C(C)C)N=C1C1=C(C=CC=C1)F